ClC1=C(C(=NN1C)C1=NOC(=C1)C)CN1CC(CC1)NCCC(C)(C)C 1-((5-Chloro-1-methyl-3-(5-methylisoxazol-3-yl)-1H-pyrazol-4-yl)methyl)-N-(3,3-dimethylbutyl)pyrrolidin-3-amine